(R)-2-((2-amino-7-cyclopropyl-1,5-naphthyridin-4-yl)amino)-2-methylhexan-1-ol NC1=NC2=CC(=CN=C2C(=C1)N[C@@](CO)(CCCC)C)C1CC1